FC=1C=C(C=2C(C(CCC2C1C)(NN=C(C)C)C)=O)NC(C)=O N-(3-fluoro-4,7-dimethyl-8-oxo-7-(2-(propan-2-ylidene)hydrazinyl)-5,6,7,8-tetrahydronaphthalen-1-yl)acetamide